CN1CCN(CC1)CCC[Si](C1=CC=C(C=C1)C(=C)C1=CC=CC=C1)(OCC)OCC 1-[4-[[3-(4-methylpiperazine-1-yl)propyl]diethoxysilyl]phenyl]-1-phenylethylene